C(C)OC(=O)[C@H]1O[C@](C[C@H]1C1=C(C(=C(C=C1)F)F)OC)(C(F)(F)F)C |r| Rac-(2s,3s,5r)-3-(3,4-difluoro-2-methoxy-phenyl)-5-methyl-5-(trifluoromethyl)tetrahydrofuran-2-carboxylic acid ethyl ester